ClC1=C(NC2=NSC=3C2=NC=C(C3)C=NCC3CCC(N3)=O)C=CC=C1C1=CC=CC=C1 5-((3-(2-chloro-3-phenylanilino)isothiazolo[4,5-b]pyridin-6-ylmethylene)aminomethyl)pyrrolidin-2-one